2,3-diphenyl-5-methyltetrazolium chloride CC1=NN([N+](=N1)C2=CC=CC=C2)C3=CC=CC=C3.[Cl-]